Cl.FC(C=1C=C(OC2=C3C(=NC=C2)NC=C3C3=CC(=NC=N3)N)C=CC1)(F)F 6-(4-(3-(trifluoromethyl)phenoxy)-1H-pyrrolo[2,3-b]pyridin-3-yl)pyrimidin-4-amine hydrochloride